C(=O)O.COC=1C=C(CN2C=NC=3C2=NC=C(C3)C3=CC=NN3C)C=CC1OC(C)C=1C=NC(=CC1)OC 3-(3-methoxy-4-(1-(6-methoxypyridin-3-yl)ethoxy)benzyl)-6-(1-methyl-1H-pyrazol-5-yl)-3H-imidazo[4,5-b]pyridine Formate